C(CCC(=O)O)(=O)[O-].[NH4+] mono-ammonium succinate